C(C)(C)(C)P(C(C)(C)C)C(C)(C)C.[Br] Bromine (tri-tert-butylphosphine)